allyl 7-(difluoro ((((S)-1-oxo-1-propoxyprop-2-yl) amino) (phenoxy) phosphoryl) methyl)-2-naphthoate FC(C1=CC=C2C=CC(=CC2=C1)C(=O)OCC=C)(P(=O)(OC1=CC=CC=C1)N[C@H](C(OCCC)=O)C)F